C1(CC1)OC1=C(CCNCC[C@]2(CCOC3(CCCC3)C2)C2=NC=CC=C2)SC=C1 (R)-N-((3-Cyclopropoxythen-2-yl)methyl)-2-(9-(pyridin-2-yl)-6-oxaspiro[4.5]decan-9-yl)ethanamine